N1=NC=CC2=C1N=CC=C2 pyrido[2,3-c]pyridazine